palladium (ii) nitrate [N+](=O)([O-])[O-].[Pd+2].[N+](=O)([O-])[O-]